FC(C(C)C=CCCC(C)C(F)(F)F)(F)F 2,7-bis(trifluoromethyl)oct-3-ene